2-(2-ethylhexyloxy)-4-nitroaniline C(C)C(COC1=C(N)C=CC(=C1)[N+](=O)[O-])CCCC